NC1=C2C=3C(=C4C(=NC3C=C1)C1=CC3=C(C(N1C4)=O)COC([C@]3(O)CC)=O)C(=CS2)C (S)-4-amino-9-ethyl-9-hydroxy-1-methyl-12,15-dihydro-13H-pyrano[3',4':6,7]indolizino[1,2-b]thiopyrano[4,3,2-de]quinoline-10,13(9H)-dione